C(C)(C)(C)OC(=O)N1CCN(C2=C(C=CC=C12)C)S(=O)(=O)C1=C(C=CC(=C1)N1C=NC(=C1)C)C 5-Methyl-4-[2-methyl-5-(4-methylimidazol-1-yl)phenyl]sulfonyl-2,3-dihydroquinoxaline-1-carboxylic acid tert-butyl ester